4-(tert-butyl)-5-(3-ethoxy-3-oxopropanamido)-1H-pyrazole-3-carboxylic acid ethyl ester C(C)OC(=O)C1=NNC(=C1C(C)(C)C)NC(CC(=O)OCC)=O